3-(1-oxo-5-(5-(trifluoromethyl)pyridin-2-yl)isoindolin-2-yl)piperidine-2,6-dione O=C1N(CC2=CC(=CC=C12)C1=NC=C(C=C1)C(F)(F)F)C1C(NC(CC1)=O)=O